C(N)(O[C@H]1C2(N(CC1CC2)C(=O)C=2C=C(C1=C(SC=C1C)C2)OC)C(C)(C)C)=O Tert-butyl-((7R)-2-(4-methoxy-3-methylbenzo[b]thiophene-6-carbonyl)-2-azabicyclo[2.2.1]hept-7-yl) carbamate